C(CC)[Si](OC(C)C)(OC(C)C)OC(C)C propyl-triisopropoxysilane